tert-butyl 8-(2-(((1r,4r)-4-((1-(5-(1-methoxy-3-methyl-1-oxobutan-2-yl) isoxazol-4-yl) piperidin-4-yl) oxy) cyclohexyl) oxy) pyridin-4-yl)-3,8-diazabicyclo[3.2.1]octane-3-carboxylate COC(C(C(C)C)C1=C(C=NO1)N1CCC(CC1)OC1CCC(CC1)OC1=NC=CC(=C1)N1C2CN(CC1CC2)C(=O)OC(C)(C)C)=O